I.CC=1C(=NC=CC1C(=N)OC(CCCN)C)OC=1C(=C2C=CNC2=CC1F)Br 1-aminopentan-4-ol methyl-2-((4-bromo-6-fluoro-1H-indol-5-yl)oxy)pyridine-4-carbimidothioate hydroiodide